7-(2-Fluorophenyl)-N4-methyl-N2-[3-(4-methylimidazol-1-yl)-1-bicyclo[1.1.1]pentanyl]-5,6-dihydropyrrolo[2,3-d]pyrimidin-2,4-diamin FC1=C(C=CC=C1)N1CCC2=C1N=C(N=C2NC)NC21CC(C2)(C1)N1C=NC(=C1)C